C(#N)C(C)(N=NC(=O)N)C 1-(cyano-1-methylethylazo)formamide